[Si](C)(C)(C(C)(C)C)OCC(O)C1=NC(=CC(=C1)Cl)C 2-((tert-butyldimethylsilyl)oxy)-1-(4-chloro-6-methylpyridin-2-yl)ethan-1-ol